[Sn+4].[O-2].[Fe+3] ferric oxide tin